2-(2-methoxypropane-2-yl)-5,6,9-trimethyl-1,10-phenanthroline COC(C)(C)C1=NC2=C3N=C(C=CC3=C(C(=C2C=C1)C)C)C